ClC1=CC2=C(C=N1)C(=NN2C2=NC(=CC(=C2)OCC2COC2)C2(COCCC2)OC)C 6-Chloro-1-(6-(3-methoxytetrahydro-2H-pyran-3-yl)-4-(oxetan-3-ylmethoxy)pyridin-2-yl)-3-methyl-1H-pyrazolo[4,3-c]pyridine